CC(=CCCC1=C(C(=O)O)C=CC=C1)C 2-(4-methylpent-3-en-1-yl)benzoic acid